3,4-bis(mercaptomethylthio)-6-mercaptomethylthio-1,3-dithiane SCSS1CSC(CC1SCS)SCS